3-(5-(((1R,2R)-2-(bis(((1r,4R)-4-methoxycyclohexyl)methyl)amino)cyclohexyl)oxy)-1-oxoisoindolin-2-yl)piperidine-2,6-dione COC1CCC(CC1)CN([C@H]1[C@@H](CCCC1)OC=1C=C2CN(C(C2=CC1)=O)C1C(NC(CC1)=O)=O)CC1CCC(CC1)OC